ClC1=C(C=CC=C1)[C@H]([C@H](C)C=1N(C(C(=C(N1)C(=O)NC=1C=NOC1)O)=O)C)C=1C=NN(C1)CC 2-((1r,2s)-1-(2-chlorophenyl)-1-(1-ethyl-1H-pyrazol-4-yl)propan-2-yl)-5-hydroxy-N-(isoxazol-4-yl)-1-methyl-6-oxo-1,6-dihydropyrimidine-4-carboxamide